ClC=1C(=C(C=CC1)NC1=NC=CC2=C(C(=CC=C12)C)NC(=O)C=1C=C(C=C2C(=NC=NC12)NCC1=C(C=C(C=C1)OC)OC)F)F N-(1-((3-chloro-2-fluorophenyl)amino)-6-methylisoquinolin-5-yl)-4-((2,4-dimethoxybenzyl)amino)-6-fluoroquinazoline-8-carboxamide